3-((tert-butyldimethylsilyl)oxy)-5-(methoxy(methyl)carbamoyl)piperidine-1-carboxylic acid tert-butyl ester C(C)(C)(C)OC(=O)N1CC(CC(C1)C(N(C)OC)=O)O[Si](C)(C)C(C)(C)C